OC=1C(C(=CN2C[C@@H]3N(C(C21)=O)[C@H](CO3)C)C(=O)NCC=3C(=NN(C3C)CC)C)=O (3S,11aR)-6-hydroxy-N-[(1-ethyl-3,5-dimethyl-1H-pyrazol-4-yl)methyl]3-methyl-5,7-dioxo-2,3,5,7,11,11a-hexahydro[1,3]oxazolo[3,2-a]pyrido[1,2-d]pyrazine-8-carboxamide